OC=1C=CC2=C(N([C@H](C(N[C@@H](C2)CO)=O)C(C)C)C)C1 (2S,5S)-9-hydroxy-5-(hydroxymethyl)-2-isopropyl-1-methyl-1,4,5,6-tetrahydrobenzo[e][1,4]diazocin-3(2H)-one